ClC1=C(C(=C(C=C1OC)OC)Cl)C1=NC(=C2C=C(N=CC2=C1)N[C@H]1[C@H](COC1)NC(C=C)=O)N1CC2(C1)CCOCC2 N-((3R,4S)-4-((7-(2,6-dichloro-3,5-dimethoxyphenyl)-5-(7-oxa-2-azaspiro[3.5]nonan-2-yl)-2,6-naphthyridin-3-yl)amino)tetrahydrofuran-3-yl)acrylamide